C(C1=CC=CC=C1)NC(CC(C)(C)NC(OC(C)(C)C)=O)C#N tert-butyl 4-(benzylamino)-4-cyano-2-methylbutan-2-ylcarbamate